C(C1=CC=CC=C1)C1(C2=NC=NC2=NC(=N1)N)N L-6-benzyl-aminoadenine